C(C)S(=O)=NCC1CN(C1)C=1C=CC(=C2C=C(N=CC12)NC1=NC(=NC=C1)N1C[C@H]([C@H](CC1)OC)F)C(C)C (R)-ethyl({1-[3-({2-[(3R,4S)-3-fluoro-4-methoxypiperidin-1-yl]pyrimidin-4-yl}amino)-5-(propan-2-yl)isoquinolin-8-yl]azetidin-3-yl}methyl)imino-λ6-sulfanone